Cl.CCCCCCC (Heptane) Hydrochloride salt